N1C(=NC2=C1C=CC(=C2)N)C2=CC=CC=1N=CNC12 1H,3'H-[2,4'-bibenzo[d]imidazole]-5-amine